(S)-Methyl 2-(((benzyloxy)carbonyl)(prop-2-yn-1-yl)amino)but-3-enoate C(C1=CC=CC=C1)OC(=O)N([C@H](C(=O)OC)C=C)CC#C